(S)-6-(1-(4-fluorophenyl)ethyl)-N,N-dimethyl-5-((2-(pyrrolidin-1-yl)ethyl)amino)pyrazine-2-carboxamide FC1=CC=C(C=C1)[C@H](C)C1=C(N=CC(=N1)C(=O)N(C)C)NCCN1CCCC1